C(=O)C1=CC(=NO1)C(=O)OCC ethyl 5-formylisoxazole-3-carboxylate